C1(=CC=CC=C1)C(C(=O)O)(CC(=O)O)C1=CC(=C(C=C1)F)F 2-phenyl-2-(3,4-difluorophenyl)butanedioic acid